(S)-2-(3-bromophenyl)-N-(5-cyclopropylthiazol-2-yl)propanamide BrC=1C=C(C=CC1)[C@@H](C(=O)NC=1SC(=CN1)C1CC1)C